5-(2-methoxyphenyl)-1-methyl-N-(4-(morpholin-4-yl)phenyl)-4-oxo-4,5-dihydro-1H-pyrrolo[3,2-c]pyridine-3-carboxamide COC1=C(C=CC=C1)N1C(C2=C(C=C1)N(C=C2C(=O)NC2=CC=C(C=C2)N2CCOCC2)C)=O